C(C)(=O)[O-].C(CCCCCCCC)[N+]1=CC(=CC=C1)C 1-Nonyl-3-Methylpyridinium acetat